(S)-5-fluoro-1'-(4-fluorobenzyl)-2-(4-methoxybenzyl)spiro[isoindoline-1,3'-pyrrolidine]-2',3-dione FC=1C=C2C(N([C@]3(C(N(CC3)CC3=CC=C(C=C3)F)=O)C2=CC1)CC1=CC=C(C=C1)OC)=O